ClC=1C=C(C=CC1)C1=C(C2=C(N=C(N=C2)NC2=CC(=C(C=C2)N2CCN(CC2)C)C)N(C1=O)[C@@H]1CN(CCC1)C(CC)=O)C (S)-6-(3-chlorophenyl)-5-methyl-2-((3-methyl-4-(4-methylpiperazin-1-yl)phenyl)amino)-8-(1-propionylpiperidin-3-yl)pyrido[2,3-d]pyrimidin-7(8H)-one